Cl.CN1N=CC(=C1)C=1C(=NC=C(N1)N1C[C@H](NCC1)C)C#N |r| (R and S)-3-(1-methyl-1H-pyrazol-4-yl)-5-(3-methylpiperazin-1-yl)pyrazine-2-carbonitrile hydrochloride